3-(2-(diethylamino)ethyl)-4-methoxy-1H-pyrrolo[3,2-c]pyridine-1-carboxylic acid tert-butyl ester C(C)(C)(C)OC(=O)N1C=C(C=2C(=NC=CC21)OC)CCN(CC)CC